4-(2-(6-(2-bromo-4,6-dichlorophenyl)-1,1-dioxido-1,2,6-thiadiazinan-2-yl)acetamido)adamantane-1-carboxamide BrC1=C(C(=CC(=C1)Cl)Cl)N1CCCN(S1(=O)=O)CC(=O)NC1C2CC3(CC(CC1C3)C2)C(=O)N